C(C)(=O)O[C@H]1C[C@H]([C@@]2(CC[C@H]3/C(/C[C@@H](C[C@@H]3[C@H]2C1=O)C1=COC=C1)=N/O)C)C(=O)OC methyl (1R,3S,4aR,4bS,6R,8aR,10aR,E)-3-acetoxy-6-(furan-3-yl)-8-(hydroxyimino)-10a-methyl-4-oxotetradecahydrophenanthrene-1-carboxylate